2-(1-((2-(3,5-dichlorophenyl)-6-((6-(4-methyl-1,4-diazepan-1-yl)pyridin-3-yl)oxy)pyridin-4-yl)methyl)piperidin-4-yl)acetic acid ClC=1C=C(C=C(C1)Cl)C1=NC(=CC(=C1)CN1CCC(CC1)CC(=O)O)OC=1C=NC(=CC1)N1CCN(CCC1)C